N[C@@H]1CN(CCC1(F)F)C1=NC2=C(N1CC(=O)N(CC(F)(F)F)C)C=CC(=C2)F (R)-2-(2-(3-amino-4,4-difluoropiperidin-1-yl)-5-fluoro-1H-benzo[d]imidazol-1-yl)-N-methyl-N-(2,2,2-trifluoroethyl)acetamide